3-(6-(4-carboxypiperidin-1-yl)-4-oxobenzo[d][1,2,3]triazin-3(4h)-yl)piperidin-2,6-dione C(=O)(O)C1CCN(CC1)C1=CC2=C(N=NN(C2=O)C2C(NC(CC2)=O)=O)C=C1